(3-amino-3-cyanopropyl)methylphosphinic acid cyclohexylester C1(CCCCC1)OP(=O)(C)CCC(C#N)N